1,1,1,3,3,3-hexafluoropropan-2-yl (R or S)-1-((6-(methylsulfonamido) pyridin-3-yl)carbamoyl)-6-azaspiro[2.5]octane-6-carboxylate CS(=O)(=O)NC1=CC=C(C=N1)NC(=O)[C@@H]1CC12CCN(CC2)C(=O)OC(C(F)(F)F)C(F)(F)F |o1:14|